CC1=C(N=C(S1)NC(CC1=CC(=CC=C1)OCCN1CCNCC1)=O)C=1C=C2CCN(C2=CC1)C(C1=C(C=CC=C1)C)=O N-(5-methyl-4-(1-(2-methylbenzoyl)indolin-5-yl)thiazol-2-yl)-2-(3-(2-(piperazin-1-yl)ethoxy)phenyl)acetamide